BrC=1C=CC(=C(CC2=NC=CC=C2)C1)OCOCCOC 2-(5-bromo-2-((2-methoxyethoxy)methoxy)benzyl)pyridine